C(C)P(O)O.[Al] aluminium ethylphosphonous acid